2-{[(1S)-1-{4-[3-(4-acryloylpiperazin-1-yl)tetrahydrofuran-3-yl]phenyl}ethyl]amino}-8-(propan-2-yl)pyrido[2,3-d]pyrimidin-7(8H)-on C(C=C)(=O)N1CCN(CC1)C1(COCC1)C1=CC=C(C=C1)[C@H](C)NC=1N=CC2=C(N1)N(C(C=C2)=O)C(C)C